3-[N-(2-chloro-3-trifluoromethylbenzyl)-(2,2-diphenylethyl)amino]Propoxyoxygen ClC1=C(CN(CCCO[O])CC(C2=CC=CC=C2)C2=CC=CC=C2)C=CC=C1C(F)(F)F